C(C=C)(=O)OC(C(CC)(CCCC)CC)OC(C=C)=O 2-ethyl-2-butylbutanediol diacrylate